C(C)(C)(C)SC1=CC=CC=2CCCCC12 tert-butyl-(5,6,7,8-tetrahydronaphthalen-1-yl)sulfane